ClC1=CC=C(C=C1)C1=CNC2=C1C(NC(C2)(C)C)=O 3-(4-chlorophenyl)-6,6-dimethyl-1,5,6,7-tetrahydro-4H-pyrrolo[3,2-c]pyridin-4-one